(3aS,9bR)-6,9-dimethyl-3-methylene-2-oxo-2,3,3a,4,5,9b-hexahydronaphtho[1,2-b]furan-8-yl acetate C(C)(=O)OC1=CC(=C2CC[C@@H]3[C@@H](OC(C3=C)=O)C2=C1C)C